diisooctyl Sulfosuccinate (diisooctyl Sulfosuccinate) C(CCCCC(C)C)C(C(C(=O)O)S(=O)(=O)O)(C(=O)O)CCCCCC(C)C.S(=O)(=O)(O)C(C(=O)OCCCCCC(C)C)CC(=O)OCCCCCC(C)C